N-(4-cyanobenzyl)-6-((2-(1-(cyclopropylsulfonyl)-1H-pyrazol-4-yl)pyrimidin-4-yl)amino)-4-(isopropylamino)nicotinamide C(#N)C1=CC=C(CNC(C2=CN=C(C=C2NC(C)C)NC2=NC(=NC=C2)C=2C=NN(C2)S(=O)(=O)C2CC2)=O)C=C1